1-pentyl-3-methyl-imidazolium bromide [Br-].C(CCCC)N1C=[N+](C=C1)C